N1CNC(C2C1SC=1C2CC=CC1)=O tetrahydro[1]benzothieno[2,3-d]pyrimidin-4(3H)-one